(R)-N-(3-(1-((2-amino-5-chloropyridin-3-yl)oxy)ethyl)phenyl)-2-chloro-5-methylbenzamide NC1=NC=C(C=C1O[C@H](C)C=1C=C(C=CC1)NC(C1=C(C=CC(=C1)C)Cl)=O)Cl